Br.Br.C(C1=CC=CC=C1)N1C2CNC(C1)C2 2-benzyl-2,5-diazabicyclo[2.2.1]heptane dihydrobromide